3-Fluoro-5-((6-(1-methyl-1H-pyrazol-5-yl)-1-oxoisoquinolin-2(1H)-yl)methyl)-N-(tetrahydro-2H-pyran-4-yl)benzamide FC=1C=C(C(=O)NC2CCOCC2)C=C(C1)CN1C(C2=CC=C(C=C2C=C1)C1=CC=NN1C)=O